O1CC[C@H](C2=CC=CC=C12)C(=O)O |r| (rac)-chroman-4-carboxylic acid